N1-(2-(4-methoxyphenyl)cyclopropyl)cyclohexane-1,4-diamine COC1=CC=C(C=C1)C1C(C1)NC1CCC(CC1)N